4-bromo-5-((tert-butyldimethylsilyl)oxy)-6-fluoro-1-(tetrahydro-2H-pyran-2-yl)-1,7-dihydrocyclopenta[f]indazole BrC1=C2C=NN(C2=CC2=C1C(=C(C2)F)O[Si](C)(C)C(C)(C)C)C2OCCCC2